ClC=1C(=C(CN2CCC(CC2)(C(=O)O)CC2=NC(=CC(=C2F)C2(CC2)F)NC2=NNC(=C2)C)C=CC1)F 1-(3-chloro-2-fluorobenzyl)-4-((3-fluoro-4-(1-fluorocyclopropyl)-6-((5-methyl-1H-pyrazol-3-yl)-amino)pyridin-2-yl)methyl)piperidine-4-carboxylic acid